[N+](=O)([O-])C1=CC=C(C(=O)O[C@H]2C[C@H](N3C2=NN(C3=O)C3CC(C3)C3=CC=CC=C3)C3=NC=CN=C3)C=C1 (5S,7S)-3-oxo-2-((1r,3S)-3-phenylcyclobutyl)-5-(pyrazin-2-yl)-2,5,6,7-tetrahydro-3H-pyrrolo[2,1-c][1,2,4]triazol-7-yl 4-nitrobenzoate